COC1=C(C=C(C=C1)OC1=NC=CC(=C1)C(F)(F)F)NC(=O)[C@@H]1N(C(CC1)=O)C (R)-N-(2-Methoxy-5-((4-(trifluoromethyl)pyridin-2-yl)oxy)phenyl)-1-methyl-5-oxopyrrolidine-2-carboxamide